N-(3-((6,7-dimethoxy-3-methyl-4-oxo-3,4-dihydro-phthalazin-1-yl)methyl)phenyl)sulphonamide hydrochloride Cl.COC=1C=C2C(N(N=C(C2=CC1OC)CC=1C=C(C=CC1)NS(=O)=O)C)=O